1-(3-(3-(1H-imidazol-1-yl)quinoxaline-6-carbonyl)-5-fluorophenyl)-3-(3-chloro-4-fluorophenyl)urea N1(C=NC=C1)C=1C=NC2=CC=C(C=C2N1)C(=O)C=1C=C(C=C(C1)F)NC(=O)NC1=CC(=C(C=C1)F)Cl